t-butylthiophen C(C)(C)(C)C=1SC=CC1